1-(6-amino-2,3-dihydro-1H-pyrrolo[3,2-b]pyridin-1-yl)-2-(dimethylamino)ethan-1-one NC=1C=C2C(=NC1)CCN2C(CN(C)C)=O